NC1=NC=2C=CC(=CC2C2=C1C=NN2C)C(=O)N(N(C)C(=O)C2CC2)CC2=NC=C(C=C2)Cl 4-amino-N-((5-chloropyridin-2-yl)methyl)-N'-(cyclopropanecarbonyl)-N',1-dimethyl-1H-pyrazolo[4,3-c]quinoline-8-carbohydrazide